4-chloro-6-methyl-2-(1-methylsulfonylethyl)pyrimidine ClC1=NC(=NC(=C1)C)C(C)S(=O)(=O)C